N-(1,1'-biphenyl-2-ylmethyl)propanamide C1(=C(C=CC=C1)CNC(CC)=O)C1=CC=CC=C1